5-methyl-4-oxo-2,3,4,5-tetrahydrobenzo[b][1,4]oxazepine-7-carboxylic acid methyl ester COC(=O)C1=CC2=C(OCCC(N2C)=O)C=C1